FC(C(=O)OC=COC(C(F)(F)F)(F)F)=C pentafluoroethoxyvinyl α-fluoroacrylate